N'-[3-(4-chlorophenyl)-1-phenyl-1H-pyrazol-5-yl-carbonyl]pyridin-3-yl-carbohydrazide ClC1=CC=C(C=C1)C1=NN(C(=C1)C(=O)N(NC=1C=NC=CC1)C(=O)NN)C1=CC=CC=C1